2-(2-Fluoro-6-methyl-phenyl)-ethylamine FC1=C(C(=CC=C1)C)CCN